aminopropyltrimethoxysilane hydrochloride Cl.NCCC[Si](OC)(OC)OC